N1(CCC[C@H]2CCCC[C@H]12)C([C@@H](CO)NCC1=CC=C(C=C1)OC)=O (2R)-1-[(4aR,8aS)-3,4,4a,5,6,7,8,8a-Octahydro-2H-quinolin-1-yl]-3-hydroxy-2-[(4-methoxyphenyl)methylamino]propan-1-one